CC1=NC(=CC(C1OCC)=O)OCC 2-methyl-3,6-diethoxypyridine-4-one